C1(=CC=C(C=C1)C(CC=O)=C(F)F)C1=CC=CC=C1 3-([1,1'-biphenyl]-4-yl)-4,4-difluorobut-3-enal